N-octadecyl-2-formyl-3-benzyloxypyridin-4-one C(CCCCCCCCCCCCCCCCC)N1C(=C(C(C=C1)=O)OCC1=CC=CC=C1)C=O